COCCOCCOCCNC(C)(C)C N-[2-[2-(2-methoxyethoxy)ethoxy]ethyl]-2-methyl-2-propanamine